(7-chloro-1,3-benzothiazol-2-yl)methanol ClC1=CC=CC=2N=C(SC21)CO